BrC1=CC2=C(N=C(N=C2)NC)N2C1=NCC21CCCC1 6'-bromo-N-methyl-8'H-spiro[cyclopentane-1,9'-imidazo[1',2':1,6]pyrido[2,3-d]pyrimidin]-2'-amine